2,5-dichloro-N-(2,4-difluoro-3-((3-((trans-4-hydroxycyclohexyl)amino)-1,2,4-triazin-6-yl)ethynyl)phenyl)-3-(hydroxymethyl)benzenesulfonamide ClC1=C(C=C(C=C1CO)Cl)S(=O)(=O)NC1=C(C(=C(C=C1)F)C#CC1=CN=C(N=N1)N[C@@H]1CC[C@H](CC1)O)F